2,2'-(2,7-naphthalenediyldi-3,1-phenylene)bis[4,6-diphenyl-1,3,5-triazine] C1=C(C=CC2=CC=C(C=C12)C=1C=C(C=CC1)C1=NC(=NC(=N1)C1=CC=CC=C1)C1=CC=CC=C1)C=1C=C(C=CC1)C1=NC(=NC(=N1)C1=CC=CC=C1)C1=CC=CC=C1